methyl (E)-3-(5-(N-((4'-(dimethylamino)-[1,1'-biphenyl]-4-yl)methyl-d)benzamido)pyridin-3-yl)acrylate CN(C1=CC=C(C=C1)C1=CC=C(C=C1)C(N(C(C1=CC=CC=C1)=O)C=1C=C(C=NC1)/C=C/C(=O)OC)[2H])C